6-(5-(1,3,5-trimethyl-1H-pyrazol-4-yl)-1H-pyrrolo[2,3-b]pyridin-3-yl)-3,4-dihydroisoquinolin-1(2H)-one CN1N=C(C(=C1C)C=1C=C2C(=NC1)NC=C2C=2C=C1CCNC(C1=CC2)=O)C